COC(C1=NC(=CC=C1C=1C(=CC2=C(OCCC=3C2=CSC3)C1)C(NC1=CC=C(C=C1)CNC(=O)OC(C)(C)C)=O)C(NCCC)=O)=O.NC1=NNC=N1 amino-1,2,4-triazole methyl-3-(9-((4-(((tert-butoxycarbonyl)amino)methyl)phenyl)carbamoyl)-4,5-dihydrobenzo[b]thieno[3,4-d]oxepin-8-yl)-6-(propylcarbamoyl)picolinate